4-(Benzyloxy)pyrimidine-2-carboxylic acid methyl ester COC(=O)C1=NC=CC(=N1)OCC1=CC=CC=C1